BrC=1N=C(N(N1)CCOC1OCCCC1)C(O)C1=C(C=CC=C1)F [5-bromo-2-(2-tetrahydropyran-2-yloxyethyl)-1,2,4-triazol-3-yl]-(2-fluorophenyl)methanol